5-(6-((1S,6R,7R)-7-(aminomethyl)-7-(2-fluorophenyl)-3-azabicyclo[4.1.0]heptan-3-yl)-1H-pyrazolo[3,4-b]pyrazin-3-yl)-6-methylpyridin-2-amine NC[C@@]1([C@@H]2CCN(C[C@H]12)C1=CN=C2C(=N1)NN=C2C=2C=CC(=NC2C)N)C2=C(C=CC=C2)F